C(C)(C)(C)OC(=O)NC12C3C4C5(C(C14)C2C53)C(=O)O 4-((tert-butoxycarbonyl)amino)cubane-1-carboxylic Acid